C(C1=CC=CC=C1)N1C[C@H]([C@@H](C1)C1=CC=CC=C1)C(=O)C1=C2C=CN=CC2=CC=C1 |r| [(±)-trans-1-Benzyl-4-phenylpyrrolidin-3-yl](isoquinolin-5-yl)methanone